6-Bromo-4-nitro-N-phenylpyridin-2-amine BrC1=CC(=CC(=N1)NC1=CC=CC=C1)[N+](=O)[O-]